C(C)N1C(NC(C=C1C)C1=CC(=C(C(=C1)OC)OC(C(C)C)=O)Br)=O ethyl-4-(3-bromo-4-(isobutyryloxy)-5-methoxyphenyl)-6-methyl-2-oxo-1,2,3,4-tetrahydropyrimidine